2-(2,6-dimethylphenyl)-8-(5-(trimethylgermyl)pyridin-2-yl)benzofuro[2,3-B]pyridine CC1=C(C(=CC=C1)C)C1=CC=C2C(=N1)OC1=C2C=CC=C1C1=NC=C(C=C1)[Ge](C)(C)C